gold-copper selenide [Cu]=[Se].[Au]